PYRIDOPYRIMIDINONE C1=CC2=C(C=NC(=O)N2)N=C1